ClC1=C(C(=C(C(=C1Cl)Cl)Cl)Cl)Cl hexa-chlorobenzene